2-(3-Fluorophenyl)-N-[(2R)-3-hydroxy-3-methylbutan-2-yl]-6-(6-methoxypyridin-3-yl)-3-oxo-2,3-dihydropyridazine-4-carboxamide FC=1C=C(C=CC1)N1N=C(C=C(C1=O)C(=O)N[C@H](C)C(C)(C)O)C=1C=NC(=CC1)OC